C1(CCC1)[C@@H]([C@@H](CC=C)C)S(=O)(=O)N(CC1=CC=C(C=C1)OC)CC1=CC=C(C=C1)OC (1R,2R)-1-CYCLOBUTYL-N,N-BIS(4-METHOXYBENZYL)-2-METHYLPENT-4-ENE-1-SULFONAMIDE